FC1(CCN(CC1)C1=NC(=NC(=N1)N1N=CC=C1)NC1CCOCC1)F 4-(4,4-difluoropiperidin-1-yl)-6-(1H-pyrazol-1-yl)-N-(tetrahydro-2H-pyran-4-yl)-1,3,5-triazin-2-amine